7-chloro-6-fluoro-4-oxido-2,3-dihydrofuro[3,2-b]pyridin-4-ium ClC1=C2C(=[N+](C=C1F)[O-])CCO2